(1R,5S)-3-(3-(2-methoxypyridin-3-yl)pyrazolo[1,5-a]pyrimidin-5-yl)-3,6-diazabicyclo[3.1.1]heptane-6-carboxylic acid tert-butyl ester C(C)(C)(C)OC(=O)N1[C@@H]2CN(C[C@H]1C2)C2=NC=1N(C=C2)N=CC1C=1C(=NC=CC1)OC